C(=C(F)F)(C(C(F)(F)F)(F)F)F Octafluorobutene